COC1=CC(=CC2=CN(CN=C12)NC1(CCCC1)CN(C)CCOC)C1=C(C=CC=C1)C1C(C=2C=CC=C(C2C1)S(=O)(=O)N)O 8-methoxy-2-([(1R)-3-([(2-methoxyethyl)(methyl)amino]methylcyclopentyl)aminoquinazolin-6-yl]phenyl)-1-hydroxy-2,3-dihydro-1H-indene-4-sulfonamide